ClC1=NC=C(C(=N1)C=1C=C2C(=C(N=NC2=C(C1)F)C(C)(C)O)C)F 2-(6-(2-chloro-5-fluoropyrimidin-4-yl)-8-fluoro-4-methylcinnolin-3-yl)propan-2-ol